3-diazol-4-yl-cholesterol N1N=CC(=C1)[C@]1(CC2=CC[C@H]3[C@@H]4CC[C@H]([C@@H](CCCC(C)C)C)[C@]4(CC[C@@H]3[C@]2(CC1)C)C)O